6-[(2S)-2-aminopropyl]-2-chloro-7-methyl-N-[(1,3-thiazol-5-yl)methyl]thieno[3,2-d]pyrimidin-4-amine N[C@H](CC1=C(C=2N=C(N=C(C2S1)NCC1=CN=CS1)Cl)C)C